(2S,7aS)-2-Fluorotetrahydro-1H-pyrrolizine F[C@H]1CC2=CCCN2C1